5-[[6-chloro-4-(methylsulfanylmethyl)-2-pyridyl]oxy]hexan-1-ol ClC1=CC(=CC(=N1)OC(CCCCO)C)CSC